3-oxoglutaric acid O=C(CC(=O)O)CC(=O)O